5-Bromo-2,2-difluoro-1,3-benzodioxolane BrC1=CC2=C(OC(O2)(F)F)C=C1